CC1=CC=C2C(=CNC2=C1)C1=NC(=NC=C1C(F)(F)F)N 4-(6-methyl-1H-indole-3-yl)-5-(trifluoromethyl)pyrimidine-2-amine